4-fluorophenylisonitrile FC1=CC=C(C=C1)[N+]#[C-]